COCCN1N=CC2=C(C=CC=C12)C1N(CCC12C(NC1=C(O2)N=CC=C1)=O)C#N (1-(2-Methoxyethyl)-1H-indazol-4-yl)-2-oxo-1,2-dihydrospiro[pyrido[2,3-b][1,4]oxazine-3,3'-pyrrolidine]-1'-carbonitrile